{1-[(tert-butoxy)carbonyl]-6-[(tert-butyldimethylsilyl)oxy]-1H-indol-2-yl}boronic acid C(C)(C)(C)OC(=O)N1C(=CC2=CC=C(C=C12)O[Si](C)(C)C(C)(C)C)B(O)O